tert-Butyl 3-chloro-2-(dimethylcarbamoyl)-7,8-dihydro-4H-pyrazolo[1,5-a][1,4]diazepine-5(6H)-carboxylate ClC=1C(=NN2C1CN(CCC2)C(=O)OC(C)(C)C)C(N(C)C)=O